C1(=C(C=CC=C1)C(C#N)C)C 2-(o-tolyl)Propanenitrile